2-(((3-Butyl-3-ethyl-7-methoxy-2-(4-methoxybenzyl)-1,1-dioxido-5-phenyl-2,3,4,5-tetrahydro-1,2,5-benzothiadiazepin-8-yl)methyl)thio)acetic acid C(CCC)C1(N(S(C2=C(N(C1)C1=CC=CC=C1)C=C(C(=C2)CSCC(=O)O)OC)(=O)=O)CC2=CC=C(C=C2)OC)CC